ClCCNC(=O)NC1=CC=C(C=C1)C1COC1 1-(2-chloroethyl)-3-(4-(oxetan-3-yl)phenyl)urea